C(=O)(OC(C)(C)C)N1C[C@@H](CCC1)CN (S)-1-Boc-3-aminomethylpiperidine